ClC1=NC=CC(=N1)N1C[C@@H](N(CC1)C(=O)OC(C)(C)C)C tert-butyl (S)-4-(2-chloropyrimidin-4-yl)-2-methylpiperazine-1-carboxylate